CN1N=C(C2=CC=CC(=C12)N1CC2(C1)CCC(CC2)CN2CCNCC2)C2C(NC(CC2)=O)=O 3-(1-methyl-7-(7-(piperazin-1-ylmethyl)-2-azaspiro[3.5]nonan-2-yl)-1H-indazol-3-yl)piperidine-2,6-dione